FC(C1=CC=C(C=C1)C1NCCC(C1)C#N)(F)F 2-(4-(Trifluoromethyl)phenyl)piperidine-4-carbonitrile